OC1(CN(C1)C1=NC(=NC=C1C(F)(F)F)N[C@@H]1CC[C@H](CC1)N(C(=O)NCC1=NC=CC=C1)C1=NC=C(C=C1)C=1C=NC(=NC1)OC)C 1-(trans-4-((4-(3-hydroxy-3-methylazetidin-1-yl)-5-(trifluoromethyl)pyrimidin-2-yl)amino)cyclohexyl)-1-(5-(2-methoxypyrimidin-5-yl)pyridin-2-yl)-3-(pyridin-2-ylmethyl)urea